4-methyl-1-[2-(3-{6-[4-(1-methyl-1H-pyrazol-4-yl)-benzylamino]-pyrimidin-4-yl}-imidazo[1,2-a]pyridin-7-yloxy)-ethyl]-piperidine-4-carbonitrile CC1(CCN(CC1)CCOC1=CC=2N(C=C1)C(=CN2)C2=NC=NC(=C2)NCC2=CC=C(C=C2)C=2C=NN(C2)C)C#N